2-((4-(6-(4-chloro-2-fluorobenzyl)pyridin-2-yl)piperazin-1-yl)methyl)-1-methyl-1h-indole-6-carboxylic acid ClC1=CC(=C(CC2=CC=CC(=N2)N2CCN(CC2)CC=2N(C3=CC(=CC=C3C2)C(=O)O)C)C=C1)F